FC(C(=O)O)(F)F.NCC(CN1C(N(C=C1)CC=1SC(=CC1)C1=CC=2N(C=C1)N=CN2)=O)=C(F)F 1-[2-(aminomethyl)-3,3-difluoro-allyl]-3-[[5-([1,2,4]triazolo[1,5-a]pyridin-7-yl)-2-thienyl]methyl]imidazol-2-one trifluoroacetate